1-(3-bromo-2-tolyl)-4-methyl-1,4-dihydro-5-tetraazolone BrC=1C(=C(C=CC1)C)N1N=NN(C1=O)C